C(C1=CC=CC=C1)N1C=CC2=CC=C(C=C12)OC=1N=C(C2=C(N1)C=NC=C2)O 2-(1-benzyl-1H-indol-6-yloxy)-pyrido[3,4-d]pyrimidin-4-ol